FC(C(C)(C)C1=C(C(=C2C=NC(=NN21)N[C@H]2[C@@H](COCC2)O)F)C#N)F 7-(1,1-difluoro-2-methylpropan-2-yl)-5-fluoro-2-(((3S,4R)-3-hydroxytetrahydro-2H-pyran-4-yl)amino)pyrrolo[2,1-f][1,2,4]triazine-6-carbonitrile